(trifluoromethyl)-1H-imidazole-2-carboxamide FC(F)(F)N1C(=NC=C1)C(=O)N